C12COCC(N1[C@H]1CCC3=C(CC1)C=C(C=C3)C=3C=C1C(=NC3)NC=C1C1=CC=C(C=C1)C1=NC=CC=C1C(C)(C)O)C2 2-[2-(4-{5-[(7S)-7-{3-Oxa-6-azabicyclo[3.1.1]heptan-6-yl}-6,7,8,9-tetrahydro-5H-benzo[7]annulen-2-yl]-1H-pyrrolo[2,3-b]pyridin-3-yl}phenyl)pyridin-3-yl]propan-2-ol